P(=O)(O)(O)O.ClC1=C(C=CC=C1)OC1=C(C=CC=C1)Cl chlorophenyl Ether phosphate